(S)-N-(4-([1,2,4]triazolo[1,5-a]pyridin-7-yloxy)-3-methylphenyl)-12-fluoro-3-methyl-1,2,3,4,4a,5-hexahydropyrazino[1',2':4,5][1,4]oxazino[3,2-g]quinazolin-11-amine N=1C=NN2C1C=C(C=C2)OC2=C(C=C(C=C2)NC2=NC=NC=1C=C3C(=C(C21)F)N2[C@H](CO3)CN(CC2)C)C